7-bromo-1-isopropyl-4-oxo-1,4-dihydroquinoline-2-carboxylic acid BrC1=CC=C2C(C=C(N(C2=C1)C(C)C)C(=O)O)=O